C(C)(C)(C)C1N2C(C3=CC(=C(C=C3C1)OCCCOC)Cl)=C(C(C(=C2)C(=O)O)=O)Cl 6-tert-butyl-1,10-dichloro-9-(3-methoxypropoxy)-2-oxo-6,7-dihydro-2H-pyrido[2,1-a]isoquinoline-3-carboxylic acid